BrC=1N=NN(C1C#N)C(C)(C)C 4-bromo-1-(tert-butyl)-1H-1,2,3-triazole-5-carbonitrile